ClC=1C=C(C=CC1F)NC(N(C(C)C1=CNC(C2=CC(=C(C=C12)F)F)=O)C(C)S(=O)(=O)N)=O (3-(3-chloro-4-fluorophenyl)-1-(1-(6,7-difluoro-1-oxo-1,2-dihydroisoquinolin-4-yl)ethyl)ureido)ethane-1-sulfonamide